2-[(Cyclopropylmethyl)amino]-N-{2-ethyl-5-{[(1S,2S,4S)-2-hydroxy-4-(trifluoromethoxy)cyclopentyl]carbamoyl}phenyl}-1,3-thiazole-5-carboxamide C1(CC1)CNC=1SC(=CN1)C(=O)NC1=C(C=CC(=C1)C(N[C@@H]1[C@H](C[C@H](C1)OC(F)(F)F)O)=O)CC